(4-(4-(isopropylamino)-3-(trifluoromethyl)-1H-pyrrolo[2,3-b]pyridin-6-ylamino)-3-methoxyphenyl)(4-N-morpholinylpiperidin-1-yl)methanone C(C)(C)NC1=C2C(=NC(=C1)NC1=C(C=C(C=C1)C(=O)N1C(CCCC1)N1CCOCC1)OC)NC=C2C(F)(F)F